BrC1=C(C(CC2=CC(=CC=C12)OC)C)C=O 1-bromo-6-methoxy-3-methyl-3,4-dihydronaphthalene-2-carbaldehyde